10-cyclobutyl-9-(methoxymethyl)-3-(1H-pyrazol-4-yl)-5-oxa-2-thia-8,11-diazatricyclo[6.4.1.04,13]trideca-1(13),3-dien-12-one C1(CCC1)C1C(N2CCOC3=C(SC(C(N1)=O)=C32)C=3C=NNC3)COC